C(=O)(OC(C)(C)C)N1SO[C@@H](C1)C (R)-3-BOC-5-methyl-1,2,3-oxathiazolidine